C(C)(C)(C)OC(=O)NCCN1C(=CC(=C1)C1=NC(=NC=C1C)Cl)C(=O)OC Methyl 1-(2-((tert-butoxycarbonyl)amino)ethyl)-4-(2-chloro-5-methylpyrimidin-4-yl)-1H-pyrrole-2-carboxylate